2-(difluoromethoxymethyl)-1,1,1,2,3,3,3-heptafluoropropane FC(OCC(C(F)(F)F)(C(F)(F)F)F)F